FC=1C=CC(=NC1)CNC(=O)NC1=CC=C(C=C1)[C@@H](C)C1=C(N=CN1)C |r| (rac)-(R)-1-((5-fluoropyridin-2-yl)methyl)-3-(4-(1-(4-methyl-1H-imidazol-5-yl)ethyl)phenyl)urea